[C@@H]12CC[C@@H](C=C1)C2 endo-cis-Bicyclo[2.2.1]hept-5-en